2-trichloromethyl-5-(p-butoxystyryl)-1,3,4-oxadiazole ClC(C=1OC(=NN1)C=CC1=CC=C(C=C1)OCCCC)(Cl)Cl